C1(=CC=CC=C1)S(=O)(=O)OCCCCCCCCCCCCCCCC.[Na] sodium hexadecyl phenylsulfonate